eicosan-1,3-diol C(CC(CCCCCCCCCCCCCCCCC)O)O